3-iodo-4-methoxy-1-phenyl-1H-pyrrolo[3,2-c]pyridine IC1=CN(C2=C1C(=NC=C2)OC)C2=CC=CC=C2